N-(Methoxymethyl)-N-(trimethylsilylmethyl)benzylamine COCN(CC1=CC=CC=C1)C[Si](C)(C)C